2-ethoxy-5-(isobutylamino)benzoic acid methyl ester COC(C1=C(C=CC(=C1)NCC(C)C)OCC)=O